5-[4-(3,3-Difluoro-4,4-dimethyl-pyrrolidin-1-yl)-7-(trifluoromethyl)pyrazolo[1,5-a]pyrazin-2-yl]-1H-pyrimidine-2,4-dione FC1(CN(CC1(C)C)C=1C=2N(C(=CN1)C(F)(F)F)N=C(C2)C=2C(NC(NC2)=O)=O)F